ClC=1C=2C(N=C3N(C2C=CC1)C1=CC=C(C=C1C31CCCCC1)N1CCC(CC1)C=O)=O 1-(4'-chloro-5'-oxo-5'H-spiro[cyclohexane-1,7'-indolo[1,2-a]quinazolin]-9'-yl)piperidine-4-carbaldehyde